(2S,3R,4R,5S)-4-[[3-[4-(Difluoromethyl)-3-fluoro-2-methoxy-phenyl]-4,5-dimethyl-5-(trifluoromethyl)-tetrahydrofuran-2-carbonyl]amino]pyridin-2-carboxamid FC(C1=C(C(=C(C=C1)[C@@H]1[C@H](O[C@@]([C@@H]1C)(C(F)(F)F)C)C(=O)NC1=CC(=NC=C1)C(=O)N)OC)F)F